C=CCOC(=O)N allylurethane